[1-13C]-pyruvate [13C](C(=O)C)(=O)[O-]